FC(C(=O)[O-])(F)F.[Co+2].FC(C(=O)[O-])(F)F cobalt(II) trifluoroacetate